tert-butyl (3S)-3-(4-(7-(2,4-difluoro-6-isopropoxyphenyl)-4-(((trifluoromethyl)sulfonyl)oxy)thieno[3,2-c]pyridin-6-yl)-1H-pyrazol-1-yl)pyrrolidine-1-carboxylate FC1=C(C(=CC(=C1)F)OC(C)C)C=1C2=C(C(=NC1C=1C=NN(C1)[C@@H]1CN(CC1)C(=O)OC(C)(C)C)OS(=O)(=O)C(F)(F)F)C=CS2